ClC=1C=C(C=CC1Cl)NC(=O)[C@H]1[C@@H]([C@H]2CC[C@@H]1O2)C(=O)O (1R,2S,3S,4S)-3-((3,4-dichlorophenyl)carbamoyl)-7-oxabicyclo[2.2.1]heptane-2-carboxylic acid